BrC=1C(N=NC1)(CCCC(C(O)(O)O)(O)O)[N+](=O)[O-] 4-bromo-3-nitropyrazolepentanepentaol